3-methyl-1-(2-(pyridin-3-yl)ethyl)-1H-indazole CC1=NN(C2=CC=CC=C12)CCC=1C=NC=CC1